methyl 2-(4-(2-(2-(prop-2-yn-1-yloxy)ethoxy)ethoxy)phenyl)acetate C(C#C)OCCOCCOC1=CC=C(C=C1)CC(=O)OC